4-[1-[2-(Hydroxyamino)-2-oxo-ethyl]benzimidazol-2-yl]benzoic acid ONC(CN1C(=NC2=C1C=CC=C2)C2=CC=C(C(=O)O)C=C2)=O